5-bromo-3-(2-(3-(4-chlorophenyl)-4-oxothiazolidin-2-ylidene)hydrazono)indol-2-one (2r,3r,4s)-2-(4-acetamido-2-oxopyrimidin-1(2H)-yl)-4-hydroxytetrahydrofuran-3-yl-benzoate C(C)(=O)NC1=NC(N(C=C1)[C@@H]1OC[C@@H]([C@H]1OC(C1=CC=CC=C1)=O)O)=O.BrC=1C=C2C(C(NC2=CC1)=O)=NN=C1SCC(N1C1=CC=C(C=C1)Cl)=O